S1C=NC=C1C(=O)N1CCC(CC1)O thiazol-5-yl-(4-hydroxypiperidin-1-yl)methanone